1-methoxy-4-(1E)-1-propen-1-yl-benzene COC1=CC=C(C=C1)\C=C\C